F[C@H]1CN(CC[C@@H]1N)C (3S,4S)-3-fluoro-1-methylpiperidin-4-amine